(1R)-6-chloro-N-[2,4-difluoro-3-(2-{[1-(pyridin-2-yl)piperidin-4-yl]amino}quinazolin-6-yl)phenyl]-1-hydroxy-2,3-dihydro-1H-indene-4-sulfonamide ClC=1C=C(C=2CC[C@H](C2C1)O)S(=O)(=O)NC1=C(C(=C(C=C1)F)C=1C=C2C=NC(=NC2=CC1)NC1CCN(CC1)C1=NC=CC=C1)F